COC1=CC=C(C=N1)C=1OC=C(N1)C(=O)O 2-(6-methoxypyridin-3-yl)oxazole-4-carboxylic acid